ClC1=CC2=C(C=N1)C(=NN2C2=NC(=NC(=C2)OC)C(C)(F)F)N2CC(CC2)N(C)C 1-(6-chloro-1-(2-(1,1-difluoroethyl)-6-methoxypyrimidin-4-yl)-1H-pyrazolo[4,3-c]pyridin-3-yl)-N,N-dimethylpyrrolidin-3-amine